COC=1C=C2CCN(CC2=CC1NC=1N=NC(=C(N1)NC1=C(C=CC=C1)S(N)(=O)=O)C(=O)N)C ((6-methoxy-2-methyl-1,2,3,4-tetrahydroisoquinolin-7-yl)amino)-5-((2-sulfamoylphenyl)amino)-1,2,4-triazine-6-carboxamide